ethyl (3-hydroxy-4-methyl-5-(1-phenyl-1H-pyrazol-4-yl) picolinate) glycinate NCC(=O)O.OC=1C(=NC=C(C1C)C=1C=NN(C1)C1=CC=CC=C1)C(=O)OCC